(R)-N-(5-(2,4-difluorophenoxy)pyrazin-2-yl)-2-(4-((S)-7-hydroxy-5,6,7,8-tetrahydro-[1,2,4]triazolo[1,5-a]pyridine-7-carbonyl)-3,3-dimethylpiperazin-1-yl)propanamide FC1=C(OC=2N=CC(=NC2)NC([C@@H](C)N2CC(N(CC2)C(=O)[C@]2(CC=3N(CC2)N=CN3)O)(C)C)=O)C=CC(=C1)F